FC=1C=C(C=C(C1)F)C1=NN(C=C1C1=CC=NC=C1)C 4-(3-(3,5-difluorophenyl)-1-methyl-1H-pyrazol-4-yl)pyridine